2-(piperazin-1-yl)-N-(3-(3-(pyridin-3-yl)pyrazolo[1,5-a]pyridin-5-yl)-1H-pyrrolo[2,3-b]pyridin-5-yl)isonicotinamide N1(CCNCC1)C=1C=C(C(=O)NC=2C=C3C(=NC2)NC=C3C3=CC=2N(C=C3)N=CC2C=2C=NC=CC2)C=CN1